BrC1=C(C(=C2C=NN(C2=C1)C1OCCCC1)Cl)I 6-bromo-4-chloro-5-iodo-1-(tetrahydro-2H-pyran-2-yl)-1H-indazole